FC1=C(C(=C(C=C1)F)[N+](=O)[O-])F 1,2,4-trifluoro-3-nitrobenzene